antimony-gallium sulfide [Ga]=S.[Sb]